ClC=1C=C(C=CC1C(=O)N1CCN(CC1)C(=O)C1CCNCC1)C=1N=C(N(C1C1=C(C(=C(C=C1)OC)F)F)C)C(=O)N [3-chloro-4-[4-(piperidine-4-carbonyl)piperazine-1-carbonyl]phenyl]-5-(2,3-difluoro-4-methoxy-phenyl)-1-methyl-imidazole-2-carboxamide